C(C)(C)(C)OC(=O)N1CCC(CC1)OCC1=CC(=C(C=C1)Br)Cl 4-((4-bromo-3-chlorobenzyl)oxy)piperidine-1-carboxylic acid tert-butyl ester